C(CCC)C1(CS(C2=C(N(C1)C1=CC=C(C=C1)NC(C(C)(C)C)=O)C=C(C(=C2)O/C=C/C(=O)OCC)SC)(=O)=O)CCCC Ethyl (E)-3-((3,3-dibutyl-7-(methylthio)-1,1-dioxido-5-(4-pivalamidophenyl)-2,3,4,5-tetrahydro-1,5-benzothiazepin-8-yl)oxy)acrylate